FC1=CC=C(C=C1)C1=NN(C(=C1)C1[C@H]2CC(C[C@@H]12)N1CCOCCC1)C(C)C 4-((1r,3s,5s,6r)-6-(3-(4-fluorophenyl)-1-isopropyl-1H-pyrazol-5-yl)bicyclo[3.1.0]hexane-3-yl)-1,4-oxaazepane